C12C3C(C(C=C1)CC2)C(=O)OC3=O (+/-)-endo-bicyclo[2.2.2]Oct-5-ene-2,3-dicarboxylic anhydride